COC(C#CC1=CC(=C(C=C1)C1=CC(=CC=C1)OC(F)F)C(F)(F)F)=O 3-[3'-(difluoromethoxy)-2-(trifluoromethyl)[1,1'-biphenyl]-4-yl]prop-2-ynoic acid methyl ester